ONC(CCCCCCNC(C1=CC=CC=C1)=O)=O N-(7-(hydroxyamino)-7-oxoheptyl)benzamide